CN(C=CC(=O)[O-])C 3-(dimethylamino)prop-2-enOate